CC1=NC=C(C=C1NC(=O)C=1N=NN2C1C=CC(=C2)C=2C=NN(C2)C)NC(CN2CCC1(C2)CCOC1)=O N-[2-methyl-5-[[2-(8-oxa-3-azaspiro[4.4]nonan-3-yl)acetyl]amino]-3-pyridyl]-6-(1-methylpyrazol-4-yl)triazolo[1,5-a]pyridine-3-carboxamide